[C@H]12CN(C[C@H](CC1)N2)C2=NC(=NC1=C(C(=C(C=C21)F)C2=CC(=CC1=CC=CC(=C21)C#C)O)F)OC[C@]21CCCN1C[C@@H](C2)F 4-(4-((1R,5S)-3,8-diazabicyclo[3.2.1]octan-3-yl)-6,8-difluoro-2-(((2R,7aS)-2-fluorotetrahydro-1H-pyrrolizin-7a(5H)-yl)methoxy)quinazolin-7-yl)-5-ethynylnaphthalen-2-ol